(S)-(4-(4-(difluoromethyl)pyrazolo[1,5-a]pyridin-2-yl)-6,7-dihydro-1H-imidazo[4,5-c]pyridin-5(4H)-yl)(5-(1,3-dimethyl-1H-pyrazol-4-yl)-1,3,4-oxadiazol-2-yl)methanone FC(C=1C=2N(C=CC1)N=C(C2)[C@H]2N(CCC1=C2N=CN1)C(=O)C=1OC(=NN1)C=1C(=NN(C1)C)C)F